hydrogen citrate (tartrate) C(=O)(O)C(O)C(O)C(=O)O.C(CC(O)(C(=O)O)CC(=O)O)(=O)O